[3-[6-(4-pyridyl)imidazo[1,2-b]pyridazin-3-yl]phenyl]meth-anol N1=CC=C(C=C1)C=1C=CC=2N(N1)C(=CN2)C=2C=C(C=CC2)CO